5-bromo-3-N-butyl-pyridine-2,3-bisAmine BrC=1C=C(C(=NC1)N)NCCCC